C(C1=CC=CC=C1)N(C)CC1=CC(=NC=C1)C=1C=C2CN(C(C2=CC1)=O)C1C(NC(CC1)=O)=O 3-[5-(4-{[benzyl(methyl)amino]methyl}pyridin-2-yl)-1-oxo-2,3-dihydro-1H-isoindol-2-yl]piperidine-2,6-dione